(9H-fluoren-9-yl)methyl (3-(α-D-mannopyranosyl) propyl)carbamate [C@H]1([C@@H](O)[C@@H](O)[C@H](O)[C@H](O1)CO)CCCNC(OCC1C2=CC=CC=C2C=2C=CC=CC12)=O